(S,E)-2-(3-methoxyazetidin-1-yl)-N-(4-(methylsulfonyl)but-3-en-2-yl)-4-phenoxypyrimidine-5-carboxamide COC1CN(C1)C1=NC=C(C(=N1)OC1=CC=CC=C1)C(=O)N[C@@H](C)\C=C\S(=O)(=O)C